N-(4-(1,1,1,3,3,3-hexafluoro-2-hydroxypropan-2-yl)phenyl)-2-methylbenzamide FC(C(C(F)(F)F)(O)C1=CC=C(C=C1)NC(C1=C(C=CC=C1)C)=O)(F)F